C(#N)C1=NN2C(CN(C[C@@H]2C)C(=O)OC(C)(C)C)=C1 tert-butyl (7S)-2-cyano-7-methyl-6,7-dihydro-4H-pyrazolo[1,5-a]pyrazine-5-carboxylate